O=C1NC=C(C(N1)=O)C(=O)N 1,2,3,4-TETRAHYDRO-2,4-DIOXO-5-PYRIMIDINECARBOXAMIDE